Glucose-2-13C O=C[13C@H](O)[C@@H](O)[C@H](O)[C@H](O)CO